2,4-dimethyl-2,4,6-tris(4-hydroxyphenyl)heptane CC(C)(CC(CC(C)C1=CC=C(C=C1)O)(C1=CC=C(C=C1)O)C)C1=CC=C(C=C1)O